[Al].C1(=CC=CC=C1)NO N-phenylhydroxylamine aluminum salt